1-Fluoro-5-vinylnaphthalene FC1=CC=CC2=C(C=CC=C12)C=C